1-((3R,5R,8S,9S,10R,13S,14S,17S)-10-Fluoro-3-hydroxy-3,13-dimethylhexadecahydro-1H-cyclopenta[a]phenanthren-17-yl)-2-(4-nitro-1H-pyrazol-1-yl)ethan-1-one F[C@]12[C@H]3CC[C@@]4([C@H](CC[C@H]4[C@@H]3CC[C@@H]2C[C@](CC1)(C)O)C(CN1N=CC(=C1)[N+](=O)[O-])=O)C